(R or S)-N-(3-(6-chloro-5-(2-(difluoromethoxy)phenyl)-1H-benzo[d]imidazol-2-yl)-3-(4-((cyclopropylmethyl)sulfonyl)phenyl)propyl)acetamide ClC=1C(=CC2=C(NC(=N2)[C@H](CCNC(C)=O)C2=CC=C(C=C2)S(=O)(=O)CC2CC2)C1)C1=C(C=CC=C1)OC(F)F |o1:9|